1-octadecyl-2-eicosanoyl-sn-glycero-3-phosphocholine C(CCCCCCCCCCCCCCCCC)OC[C@@H](OC(CCCCCCCCCCCCCCCCCCC)=O)COP(=O)([O-])OCC[N+](C)(C)C